Cl.CN[C@@H]1CO[C@@H](C2=NC(=CC=C21)C(F)(F)F)C (5S,8R)-N,8-dimethyl-2-(trifluoro-methyl)-5,8-dihydro-6H-pyrano[3,4-b]pyridin-5-amine hydrochloride